4-(6-fluoro-5-methyl-1,2-benzoxazol-3-yl)piperidine-1-carboxylic acid tert-butyl ester C(C)(C)(C)OC(=O)N1CCC(CC1)C1=NOC2=C1C=C(C(=C2)F)C